FC=1C=CN2N=C(NC(C21)=O)SC 5-fluoro-2-(methylsulfanyl)-3H-pyrrolo[2,1-f][1,2,4]triazin-4-one